1-amino-2-(2,4-difluorophenyl)-3-(1H-tetrazol-1-yl)propan-2-ol NCC(CN1N=NN=C1)(O)C1=C(C=C(C=C1)F)F